C1(CCCC1)C1=CC(=C2C=NC(=NN21)N[C@H]2[C@@H](CNCC2)O)F (3r,4r)-4-({7-cyclopentyl-5-fluoropyrrolo[2,1-f][1,2,4]triazin-2-yl}amino)piperidin-3-ol